(R)-5-(7,8-dimethyl-[1,2,4]triazolo[1,5-a]pyridin-6-yl)-6-isopropyl-1-(1-methylpiperidin-3-yl)-1,3-dihydro-2H-benzo[d]imidazol-2-one CC1=C(C=2N(C=C1C1=CC3=C(N(C(N3)=O)[C@H]3CN(CCC3)C)C=C1C(C)C)N=CN2)C